2-isobutyl-4,5-dimethyl-3-thiazoline C(C(C)C)C1SC(C(=N1)C)C